O1CCN(CC1)C1=CC=C(C=N1)C1=N[N-]C(N1)=S 3-(6-morpholinopyridin-3-yl)-5-thioxo-4,5-dihydro-1,2,4-triazol-1-ide